N-(3-(2-Hydroxy-2-methylpropoxy)phenyl)-4-((2-hydroxyethyl)sulfonamido)-2-(6-azaspiro[2.5]octan-6-yl)benzamide OC(COC=1C=C(C=CC1)NC(C1=C(C=C(C=C1)NS(=O)(=O)CCO)N1CCC2(CC2)CC1)=O)(C)C